N1=C(N=CN=C1)C1=C(C=CC=C1)O 2-(1,3,5-triazine-2-yl)phenol